2,3-difluoro-4-nitrobenzoic acid tert-butyl ester C(C)(C)(C)OC(C1=C(C(=C(C=C1)[N+](=O)[O-])F)F)=O